alpha-hydroxyheptanoic acid OC(C(=O)O)CCCCC